ClC=1C=C2C(=NC(N3C2=C(C1)S(C[C@H](C3)OC)C3=CC=C(C=C3)F)=O)N3C[C@@H](N[C@@H](C3)C)C (S)-10-chloro-8-((3S,5R)-3,5-dimethylpiperazin-1-yl)-l-1-(4-fluorophenyl)-3-methoxy-3,4-dihydro-2H,6H-[1,4]thiazepino[2,3,4-ij]quinazolin-6-one